C1(CCC(CC1)C(=O)OCCCCC)C(=O)OCCCCC dipentyl cyclohexane-1,4-dicarboxylate